OC1(CCN(CC1)C(=O)OC(C)(C)C)C1=CC=2N(C=C1OC)N=CC2 tertbutyl 4-hydroxy-4-(6-methoxypyrazolo[1,5-a]pyridin-5-yl)piperidine-1-carboxylate